6-[4-(4-aminopiperidin-1-yl)-3-(3,5-difluorophenyl)quinolin-6-yl]-4-chloro-2,3-dihydro-1H-1,3-benzodiazol-2-one NC1CCN(CC1)C1=C(C=NC2=CC=C(C=C12)C=1C=C(C2=C(NC(N2)=O)C1)Cl)C1=CC(=CC(=C1)F)F